4,7-dibromo-6-nitro-1H-benzo[d]imidazole BrC1=CC(=C(C=2NC=NC21)Br)[N+](=O)[O-]